N-(8'-bromo-4'H-spiro[cyclopropane-1,5'-naphtho[2,1-d]isoxazol]-3'-yl)-2-fluoro-6-methoxy-3-methylbenzenesulfonamide BrC1=CC=C2C3(CC=4C(=NOC4C2=C1)NS(=O)(=O)C1=C(C(=CC=C1OC)C)F)CC3